[Cu]=O.[Ba].[Ho].[Gd] gadolinium holmium barium copper oxide